(4-(cyclopent-1-en-1-yl)-5-isopropylthiazol-2-yl)acetamide C1(=CCCC1)C=1N=C(SC1C(C)C)CC(=O)N